C(C)(C)(C)OC(=O)NCC(=O)O [(tert-Butoxy)carbonyl]aminoacetic acid